tert-butyl (E)-(4-(2-(4-((2-(2,6-dioxopiperidin-3-yl)-1-oxoisoindolin-4-yl)diazenyl)-2,6-dimethoxyphenoxy)acetamido)butyl)carbamate O=C1NC(CCC1N1C(C2=CC=CC(=C2C1)/N=N/C1=CC(=C(OCC(=O)NCCCCNC(OC(C)(C)C)=O)C(=C1)OC)OC)=O)=O